CN1N=CC(=C1C)S(=O)(=O)N1CCC(CC1)(OC)C=1C(=CC=2N(C1)N=CN2)C 6-(1-((1,5-dimethyl-1H-pyrazol-4-yl)sulfonyl)-4-methoxypiperidin-4-yl)-7-methyl-[1,2,4]triazolo[1,5-a]pyridine